Cl.NCC=1C=NN(C1)CC1=CC2=C(C(=NO2)NS(=O)(=O)C2=C(C=CC=C2)OC)C(=C1)OC N-(6-((4-(aminomethyl)-1H-pyrazol-1-yl)methyl)4-methoxybenzo[d]isoxazol-3-yl)-2-methoxybenzenesulfonamide hydrochloride